[Br-].[N+](=O)([O-])C1=CC=C(C[N+]2=CC=CC=C2)C=C1 1-(4-nitrobenzyl)pyridine-1-ium bromide